NC1=CC(=CC2=CC(=CC=C12)S(=O)(=O)O)S(=O)(=O)O 1-aminonaphthalene-3,6-disulphonic acid